F[C@H]1CN(CC[C@@H]1NC1=NN2C(C(=N1)OC)=C(C=C2)C=2C=CC1=C(N(N=N1)C[C@H](C)F)C2)C2COC2 N-((3S,4S)-3-fluoro-1-(oxetan-3-yl)piperidin-4-yl)-5-(1-((S)-2-fluoropropyl)-1H-benzo[d][1,2,3]triazol-6-yl)-4-methoxypyrrolo[2,1-f][1,2,4]triazin-2-amine